FC1(C(CNCC1)NC(=O)C=1C(=NN2C1C=C(C=C2)OCC2=NC=CC=C2)C)F N-(4,4-difluoropiperidin-3-yl)-2-methyl-5-[(pyridin-2-yl)methoxy]pyrazolo[1,5-a]pyridine-3-carboxamide